ClC=1C(=C(C(=O)OC[C@H]2O[C@@H]([C@H]([C@H]([C@@H]2O)O)O)O)C(=CC1)Cl)OC ((2R,3S,4S,5S,6S)-3,4,5,6-tetrahydroxytetrahydro-2H-pyran-2-yl)methyl 3,6-dichloro-2-methoxybenzoate